1,2-dimethylcyclopropane CC1C(C1)C